heptadecynoic acid C(C#CCCCCCCCCCCCCCC)(=O)O